NCC=1C=CC(=NC1)C1=C(C=C(C#N)C=C1)OC=1N(N=C(C1)N1CCOCC1)C 4-[5-(aminomethyl)pyridin-2-yl]-3-(2-methyl-5-morpholin-4-ylpyrazol-3-yl)oxybenzonitrile